2-(3-(3,3-difluoro-1-((4-methyl-4H-1,2,4-triazol-3-yl)methyl)cyclobutyl)phenyl)-6-((isopropyl(methyl)amino)methyl)-4-(trifluoromethyl)isoindolin-1-one FC1(CC(C1)(CC1=NN=CN1C)C=1C=C(C=CC1)N1C(C2=CC(=CC(=C2C1)C(F)(F)F)CN(C)C(C)C)=O)F